1-(6-Bromo-3-fluoropyridin-2-yl)ethyl methanesulfonate CS(=O)(=O)OC(C)C1=NC(=CC=C1F)Br